2,6-di-tert-butylphenylcarbodiimide C(C)(C)(C)C1=C(C(=CC=C1)C(C)(C)C)N=C=N